N-t-butoxycarbonyl-N-methylhydroxylamine C(C)(C)(C)OC(=O)N(O)C